(R)-3-amino-4-((5-cyclopropyl-6-(4-ethynyl-2-hydroxyphenyl)pyridazin-3-yl)amino)-4-oxobutanoic acid N[C@H](CC(=O)O)C(=O)NC=1N=NC(=C(C1)C1CC1)C1=C(C=C(C=C1)C#C)O